(3aR,5s,6aS)-2-(((2S)-7-oxabicyclo[2.2.1]heptan-2-yl)methyl)-N-(6-(2-methyl-2H-indazol-5-yl)-4-(trifluoromethyl)pyridazin-3-yl)octahydro-cyclopenta[c]pyrrol-5-amine C12[C@@H](CC(CC1)O2)CN2C[C@@H]1[C@H](C2)CC(C1)NC=1N=NC(=CC1C(F)(F)F)C1=CC2=CN(N=C2C=C1)C